diisodecyl-pentaerythritol diphosphonite P(O)OPO.C(CCCCCCC(C)C)C(O)(C(CO)(CO)CO)CCCCCCCC(C)C